N-[4-[[2-amino-3-[[(1S,4S)-2-oxa-5-azabicyclo[2.2.1]heptan-5-yl]methyl]-4-pyridyl]oxy]-3-fluoro-phenyl]-1-(3-fluoro-2-pyridyl)-5-(trifluoromethyl)pyrazole-4-carboxamide NC1=NC=CC(=C1CN1[C@@H]2CO[C@H](C1)C2)OC2=C(C=C(C=C2)NC(=O)C=2C=NN(C2C(F)(F)F)C2=NC=CC=C2F)F